ClC=1C=C(OCC(=O)NC)C=C(C1CC1=CC(=C(C=C1)O)C1=NC=NC=C1)Cl 2-(3,5-dichloro-4-(4-hydroxy-3-(pyrimidin-4-yl)benzyl)phenoxy)-N-methylacetamide